CN1N=C(C=C1S(=O)(=O)Cl)C 1,3-Dimethyl-1H-pyrazole-5-sulfonyl chloride